O=C1N2C(=NN1C1=CC=C(C=C1)C1(CCC1)C#N)CC[C@H]2C2=CC=CC=C2 1-{4-[(5S)-3-oxo-5-phenyl-6,7-dihydro-3H-pyrrolo[2,1-c][1,2,4]triazol-2(5H)-yl]phenyl}cyclobutane-1-carbonitrile